4-(2,3-difluoro-4-(methyl-d3)phenyl)-6,7-bis(methyl-d3)-2-((2S,4R)-2-(2-(methyl-d3)pyridin-4-yl)tetrahydro-2H-pyran-4-yl)pteridine FC1=C(C=CC(=C1F)C([2H])([2H])[2H])C1=NC(=NC2=NC(=C(N=C12)C([2H])([2H])[2H])C([2H])([2H])[2H])[C@H]1C[C@H](OCC1)C1=CC(=NC=C1)C([2H])([2H])[2H]